N1=C(C=CC=C1)CNS(=O)(=O)C1=CC=CC=C1 N-(2-picolyl)benzenesulfonamide